N1(CCN(CCCN(CCC1)CC=1C(=C(C=C(C1)C)CNCC(C(C(C(CO)O)O)O)O)O)CC=1C(=C(C=C(C1)C)CNCC(C(C(C(CO)O)O)O)O)O)CC=1C(=C(C=C(C1)C)CNCC(C(C(C(CO)O)O)O)O)O 6,6',6''-{1,4,8-triazacycloundecane-1,4,8-triyltris[methylene(2-hydroxy-5-methyl-3,1-phenylene)methyleneazanediyl]}tri(hexane-1,2,3,4,5-pentol)